N[C@@H]1CO[C@H]2[C@@H]1OC[C@H]2O (3R,3aR,6R,6aR)-6-aminohexahydrofuro[3,2-b]furan-3-ol